C=C1C(NC2=CC=CC=C12)=O methylidene-oxindole